C[C@]12CC[C@@H]3[C@@]([C@H]2CCCO1)(CCCC3(C)C)C (4aR,6aS,10aS,10bR)-4a,7,7,10a-tetramethyldodecahydro-1H-benzo[f]chromene